5-(p-tolyl)-2-((4-(trifluoromethyl)benzyl)thio)benzo[d]oxazole C1(=CC=C(C=C1)C=1C=CC2=C(N=C(O2)SCC2=CC=C(C=C2)C(F)(F)F)C1)C